4-((3,6-diazabicyclo[3.1.1]heptan-3-yl)methyl)-2-(2,6-dioxopiperidin-3-yl)isoindoline-1,3-dione C12CN(CC(N1)C2)CC2=C1C(N(C(C1=CC=C2)=O)C2C(NC(CC2)=O)=O)=O